C(C)(C)(C)OC(=O)N1[C@H](CN(CC1)C=1N=NC(=CN1)C1=NC=C(C=C1OCOC)Cl)C(C)C (S)-4-(6-(5-chloro-3-(methoxymethoxy)pyridin-2-yl)-1,2,4-triazin-3-yl)-2-isopropylpiperazine-1-carboxylic acid tert-butyl ester